(Z)-3-fluoro-4-(6-fluoro-4-(3-(trifluoromethyl)phenyl)-1H-benzo[d]imidazol-1-yl)but-2-en-1-amine hydrochloride Cl.F\C(=C/CN)\CN1C=NC2=C1C=C(C=C2C2=CC(=CC=C2)C(F)(F)F)F